FC(C1=CC=C(C=N1)N1C(N(C2(CC2)C1=O)C(=O)[C@@H]1CC[C@H]2N1C([C@H](CCCC2)NC(OC(C)(C)C)=O)=O)=O)F tert-butyl ((3S,6S,10aS)-3-(6-(6-(difluoromethyl)pyridin-3-yl)-5,7-dioxo-4,6-diazaspiro[2.4]heptane-4-carbonyl)-5-oxodecahydropyrrolo[1,2-a]azocin-6-yl)carbamate